FC(C(O)C1=CN=C(S1)C1=NC(=NC=C1C(F)(F)F)N[C@@H]1[C@@H](CN(CC1)S(=O)(=O)C=1N=CN(C1)C)C)F 2,2-difluoro-1-(2-(2-(((3R,4S)-3-methyl-1-((1-methyl-1H-imidazol-4-yl)sulfonyl)piperidin-4-yl)amino)-5-(trifluoromethyl)pyrimidin-4-yl)thiazol-5-yl)ethan-1-ol